FC1=CC2=C(C(N(CCNS(C3=C4N=C(N(C2)C)C=CN4N=C3)(=O)=O)C)=O)C=C1 12-fluoro-8,15-dimethyl-5,6,7,8,14,15-hexahydro-9H-1,16-ethenopyrazolo[3,4-e][7,2,4,8,11]benzothiatetraazacyclotetradecin-9-one 4,4-dioxide